2-(benzhydrylideneamino)-2-(2,6-naphthyridin-4-yl)acetamide C(C1=CC=CC=C1)(C1=CC=CC=C1)=NC(C(=O)N)C1=CN=CC2=CC=NC=C12